OC1=C2CC(CC2=CC=C1)=O 4-hydroxy-2,3-dihydro-1H-inden-2-one